tert-butyl 4-(5-aminopyridin-2-yl)piperazine-1-carboxylate NC=1C=CC(=NC1)N1CCN(CC1)C(=O)OC(C)(C)C